5-(3-isopropyl-5-(1-(2-(methylsulfonyl)ethyl)azetidin-3-yl)-1H-indol-2-yl)-1,3,4-trimethylpyridin-2(1H)-one C(C)(C)C1=C(NC2=CC=C(C=C12)C1CN(C1)CCS(=O)(=O)C)C=1C(=C(C(N(C1)C)=O)C)C